CC(C[C@@H]1C(C[C@@H]2N(CCC3=CC=C(C=C23)OC)C1)=O)(C)C (2R,3S,11bS)-3-(2,2-dimethylpropyl)-10-methoxy-1H,2H,3H,6H,7H,11bH-pyrido[2,1-a]isoquinolin-2-one